[Si](C)(C)(C(C)(C)C)OCCC(C)=O 4-((tert-butyldimethylsilyl)oxy)butan-2-one